perfluoro-3-oxa-4-pentene-1-sulfonyl fluoride FC(C(OC(=C(F)F)F)(F)F)(S(=O)(=O)F)F